N-butyrate C(CCC)(=O)[O-]